1-spiro[3.3]heptan-2-ylethanol C1C(CC12CCC2)C(C)O